ClC1=CC2=C(N=C(O2)C)C=C1CN1OC(C(C1=O)(C)C)O 2-[(6-chloro-2-methyl-1,3-benzooxazol-5-yl)methyl]-5-hydroxy-4,4-dimethyl-isoxazolidin-3-one